P(OC(N(CCO)CCO)(CC)CC)([O-])=O diethyl-N,N-bis(2-hydroxyethyl)-aminomethyl phosphonate